1-(2-(2,5-diazabicyclo[4.1.0]heptan-2-yl)-5-chloropyrimidin-4-yl)-N-(2-(imidazo[1,2-a]pyridin-3-yl)propan-2-yl)-N-methylazetidine-3-carboxamide C12N(CCNC2C1)C1=NC=C(C(=N1)N1CC(C1)C(=O)N(C)C(C)(C)C1=CN=C2N1C=CC=C2)Cl